benzyl N-[(6R,7aS)-6-(2,3-dichloro-6-methoxyphenyl)-3-oxo-hexahydropyrrolizin-2-yl]carbamate ClC1=C(C(=CC=C1Cl)OC)[C@@H]1CN2C(C(C[C@@H]2C1)NC(OCC1=CC=CC=C1)=O)=O